FC(CO)(CNC(CC1=CNC=2N=C(SC21)SC)C)F 2,2-difluoro-3-((1-(2-(methylthio)-4H-pyrrolo[2,3-d]thiazol-6-yl)propan-2-yl)amino)propan-1-ol